C(#N)C=1C=C(C=CC1)C1=CC=CC=2NC(=NC21)C2CN(CCO2)C#N 2-(4-(3-cyanophenyl)-1H-benzo[d]imidazol-2-yl)morpholine-4-carbonitrile